(S)-N-(5-((3-((2,6-dimethylpyridin-4-yl)oxy)pyrrolidin-1-yl)methyl)thiazol-2-yl)acetamide CC1=NC(=CC(=C1)O[C@@H]1CN(CC1)CC1=CN=C(S1)NC(C)=O)C